The molecule is a sesquiterpenoid of the class of nardosinane-type terpenoids isolated from the Formosan soft coral Lemnalia flava. It has a role as a coral metabolite. It is a cyclic ether, an organic heterotricyclic compound, a cyclic ketone and a sesquiterpenoid. C[C@H]1CC=C[C@@]23[C@@]1([C@H]([C@@H]([C@H](O2)OC)C)C(=O)CC3)C